BrCCCCN1N=NC2=C1C=CC(=C2C)C(CC(=O)OCC)C2=CC(=C(C=C2)C)CN2S(OC1=C(C2)C=C(C=C1)NC)(=O)=O ethyl 3-[1-(4-bromobutyl)-4-methyl-1H-benzotriazol-5-yl]-3-(4-methyl-3-{[6-(methylamino)-2,2-dioxo-2H-1,2λ6,3-benzoxathiazin-3(4H)-yl]methyl}phenyl)propanoate